CC1=C(C=CC=C1)C1=C(C=CC=C1)[N+](=O)[O-] 2-methyl-2'-nitro-[1,1'-biphenyl]